ClC=1C=C(C=CC1)C1=CNC=2N=CN=C(C21)N(CC(CN(C(C)=O)C)C)C N-(3-((5-(3-chlorophenyl)-7H-pyrrolo[2,3-d]pyrimidin-4-yl)(methyl)amino)-2-methylpropyl)-N-methylacetamide